(R)-(6-(2-(dimethylamino)ethyl)pyrazolo[1,5-a]pyridin-3-yl)(4-(4-(trifluoromethyl)pyrazolo[1,5-a]pyridin-2-yl)-6,7-dihydro-1H-imidazo[4,5-c]pyridin-5(4H)-yl)methanone CN(CCC=1C=CC=2N(C1)N=CC2C(=O)N2[C@H](C1=C(CC2)NC=N1)C1=NN2C(C(=CC=C2)C(F)(F)F)=C1)C